trans-tert-butyl N-(2-hydroxyethyl)-N-[3-[[6-(4-hydroxyphenyl)-1-(tetrahydro-2H-pyran-2-yl)-1H-indazol-4-yl]oxy]cyclobutyl]carbamate OCCN(C(OC(C)(C)C)=O)[C@@H]1C[C@H](C1)OC1=C2C=NN(C2=CC(=C1)C1=CC=C(C=C1)O)C1OCCCC1